NC1CN(C1)C1CCN(CC1)C1=C2C(N(C(C2=CC=C1)=O)C1C(NC(CC1)=O)=O)=O 4-(4-(3-aminoazetidin-1-yl)piperidin-1-yl)-2-(2,6-dioxopiperidin-3-yl)isoindoline-1,3-dione